3-(4-methoxybenzyl)benzene tert-butyl-3-(4-methoxy-4H-benzo[d]imidazol-2-yl)azetidine-1-carboxylate C(C)(C)(C)OC(=O)N1CC(C1)C=1N=C2C(N1)=CC=CC2OC.COC2=CC=C(CC=1C=CC=CC1)C=C2